C(C)C=1N=C(SC1C)NC(=O)[C@H]1N(CCC1)CC1=CC=NC=C1 (S)-N-(4-ethyl-5-methylthiazol-2-yl)-1-(pyridin-4-ylmethyl)pyrrolidine-2-carboxamide